C1[C@@H]2[C@@H](C2N)CO1.Cl trans-6-amino-3-oxabicyclo[3.1.0]hexane hydrochloride